COC1=CC=C(C=C1)CN(C(OC(C)(C)C)=O)C[C@@H]1[C@H](C1)CO |o1:18,19| tert-butyl N-[(4-methoxyphenyl)methyl]-N-[[rel-(1S,2S)-2-(hydroxymethyl) cyclopropyl] methyl]carbamate